1-((2R,4aS,4bR,6aS,7S,7aS,8aR,8bR,8cR,10aR)-2-hydroxy-2,6a-dimethyloctadecahydrocyclopenta[4,5]cyclopenta[1,2-a]phenanthren-7-yl)-2-(4-(methylsulfonyl)-1H-pyrazol-1-yl)ethane-1-one O[C@@]1(CC[C@@H]2[C@H]3CC[C@]4(C(C3CCC2C1)[C@H]1[C@@H]([C@@H]4C(CN4N=CC(=C4)S(=O)(=O)C)=O)CCC1)C)C